2-((1S,4S)-2-oxa-5-azabicyclo[2.2.1]Heptan-4-yl)ethan-1-ol hydrochloride Cl.[C@@H]12OC[C@@](NC1)(C2)CCO